C(C)C1=C(C=CC=C1)[C@H](CN1C(N(C(C2=C1SC(=C2C)C=2OC=CN2)=O)C(C(=O)O)(C)C)=O)OC2CCC(CC2)O 2-(1-((R)-2-(2-ethylphenyl)-2-(((1s,4S)-4-hydroxycyclohexyl)oxy)ethyl)-5-methyl-6-(oxazol-2-yl)-2,4-dioxo-1,2-dihydrothieno[2,3-d]pyrimidin-3(4H)-yl)-2-methylpropanoic acid